8-ethoxy-2-(tetrahydro-2H-pyran-3-yl)imidazo[1,2-a]pyrazine C(C)OC=1C=2N(C=CN1)C=C(N2)C2COCCC2